1,2,4-trichloro-2-methylpentan-3-one ClCC(C(C(C)Cl)=O)(C)Cl